ClC=1C=C(C=C(C1)NS(=O)(=O)C)C1=C(SC(=C1C1=NC=CC=C1)CO)C(=O)N (3-chloro-5-(methylsulfonylamino)phenyl)-5-(hydroxymethyl)-4-(pyridin-2-yl)thiophene-2-carboxamide